3-phenylcyclobutan-1-amine hydrochloride Cl.C1(=CC=CC=C1)C1CC(C1)N